3,3-difluoropropanoyl fluoride FC(CC(=O)F)F